ClC1=CC=C(OC2(CCCC2)C(=O)O)C=C1 1-(4-chlorophenoxy)cyclopentane-1-carboxylic acid